4-(((6-(dimethylamino)-1-methyl-1H-pyrazolo[3,4-d]pyrimidin-4-yl)amino)methyl)-benzenesulfonamide CN(C1=NC(=C2C(=N1)N(N=C2)C)NCC2=CC=C(C=C2)S(=O)(=O)N)C